3-isopropyl-5-methoxy-1-p-toluenesulfonyl-1H-pyrrolo[3,2-b]pyridine C(C)(C)C1=CN(C=2C1=NC(=CC2)OC)S(=O)(=O)C2=CC=C(C)C=C2